O=C(CC(C)C1=CC=C2C(=CC(OC2=C1)=O)C1=C(C=CC=C1)C)N1CCCCC1 7-(4-oxo-4-(piperidin-1-yl)butan-2-yl)-4-(o-tolyl)-2H-chromen-2-one